[2H]-furanone O1C(CC=C1)=O